N-(5-Cyano-6-(4,4-difluoropiperidin-1-yl)pyridin-2-yl)-4-((2-hydroxyethyl)sulfonamido)-2-(6-azaspiro[2.5]octan-6-yl)benzamide C(#N)C=1C=CC(=NC1N1CCC(CC1)(F)F)NC(C1=C(C=C(C=C1)NS(=O)(=O)CCO)N1CCC2(CC2)CC1)=O